3-hydroxybenzo[c]indol-2(1H)-one OC=1C(CC23C(=CN=C2C1)C=CC=C3)=O